CO[C@@H]1C[C@]23C4=C(CCN2CC=C3C=C1)COC(=O)C4 The molecule is an organic heterotetracyclic indole alkaloid isolated from the seeds and other parts of Erythrina species. It differs from the alpha isomer in having the double bond of the dihydropyranone ring located beta,gamma- to the lactone carbonyl group instead of alpha,beta-. It has a role as a muscle relaxant and a plant metabolite. It is an indole alkaloid, a delta-lactone, an organic heterotetracyclic compound and a tertiary amino compound.